1-(3,5-difluoropyridin-2-yl)-6-fluoro-N-(1,1,1,3,3,3-hexafluoropropan-2-yl)-7-[(2R)-2-(hydroxymethyl)pyrrolidin-1-yl]-4-oxo-1,4-dihydro-1,8-naphthyridine-3-carboxamide FC=1C(=NC=C(C1)F)N1C=C(C(C2=CC(=C(N=C12)N1[C@H](CCC1)CO)F)=O)C(=O)NC(C(F)(F)F)C(F)(F)F